C(C)(=O)OC1=C2C(=CNC2=CC(=C1)CC=C(C)C)CCN(CC)CC 3-[2-(diethylamino) ethyl]-6-(3-methyl-2-butenyl)-1H-indol-4-yl acetate